1-(1-(4-(5-((3s,4s)-4-amino-3-methyl-2-oxa-8-azaspiro[4.5]decan-8-yl)-6-(hydroxymethyl)pyrazin-2-ylsulfanyl)-3-chloropyridin-2-yl)azetidin-3-yl)cyclopropanol N[C@@H]1[C@@H](OCC12CCN(CC2)C=2N=CC(=NC2CO)SC2=C(C(=NC=C2)N2CC(C2)C2(CC2)O)Cl)C